Chloro(methoxy)methanone ClC(=O)OC